1-(((3r,5r,7r)-adamantan-1-yl)methyl)-3-((5-(4-chlorophenyl)-1-(2,4-dichlorophenyl)-4-methyl-1H-pyrazol-3-yl)methyl)urea C12(CC3CC(CC(C1)C3)C2)CNC(=O)NCC2=NN(C(=C2C)C2=CC=C(C=C2)Cl)C2=C(C=C(C=C2)Cl)Cl